4-(n-hexyloxy)-1-naphthol C(CCCCC)OC1=CC=C(C2=CC=CC=C12)O